BrC1=CC=C(C=C1)CCN1N(CCC1=O)C(=O)OC(C)(C)C tert-butyl 2-(4-bromophenyl ethyl)-3-oxopyrazolidine-1-carboxylate